Ethyl 2-(2,6-dimethyl-4-((5-oxo-4-(4-(trifluoromethoxy)phenyl)-4,5-dihydro-1H-1,2,4-triazol-1-yl)meth-yl)phenoxy)butyrate CC1=C(OC(C(=O)OCC)CC)C(=CC(=C1)CN1N=CN(C1=O)C1=CC=C(C=C1)OC(F)(F)F)C